allyloxyhydroxyl-sodium C(C=C)OO[Na]